tert-butyl 5-(6-{4-[(tert-butoxycarbonyl)amino]-4-methylpiperidin-1-yl}-1-{[2-(trimethylsilyl)ethoxy]methyl}pyrazolo[3,4-b]pyrazin-3-yl)-4-chloro-1,3-dihydroisoindole-2-carboxylate C(C)(C)(C)OC(=O)NC1(CCN(CC1)C1=CN=C2C(=N1)N(N=C2C=2C(=C1CN(CC1=CC2)C(=O)OC(C)(C)C)Cl)COCC[Si](C)(C)C)C